5-((2-methyl-1H-imidazol-1-yl)methyl)furan-2-carbaldehyde CC=1N(C=CN1)CC1=CC=C(O1)C=O